BrC1=C(N=C2N(C1=O)C=C(C(=C2)C)Cl)C(F)(F)F 3-bromo-7-chloro-8-methyl-2-(trifluoromethyl)pyrido[1,2-a]pyrimidin-4-one